(S)-2-(1-amino-5-carbamoyl-4-(4-((5-methylpyridin-2-yl)carbamoyl)Phenyl)-1H-imidazol-2-yl)pyrrolidine-1-carboxylic acid tert-butyl ester C(C)(C)(C)OC(=O)N1[C@@H](CCC1)C=1N(C(=C(N1)C1=CC=C(C=C1)C(NC1=NC=C(C=C1)C)=O)C(N)=O)N